8-(4-Chlorophenyl)-7-ethyl-9-(4-((1-(3-fluoropropyl)azetidin-3-yl)methyl)phenyl)-6,7-dihydro-5H-benzo[7]annulen ClC1=CC=C(C=C1)C=1C(CCC2=C(C1C1=CC=C(C=C1)CC1CN(C1)CCCF)C=CC=C2)CC